C(C)(C)(C)NC1CN(CC1)C=1C=NC2=NC(=CC=C2C1)C1=CC2=CN(N=C2C=C1OC)C N-tert-butyl-1-[7-(6-methoxy-2-methylindazol-5-yl)-1,8-naphthyridin-3-yl]pyrrolidin-3-amine